NC=1C2=C(N=CN1)N(C=C2C#CC2=C(C=CC=C2F)OCC2CC2)[C@@H]2O[C@@H]([C@H]([C@H]2O)O)CNS(N)(=O)=O 4-amino-5-[2-[2-(cyclopropyl-methoxy)-6-fluorophenyl]ethynyl]-7-[(2R,3R,4S,5R)-3,4-dihydroxy-5-[(sulfamoylamino)methyl]tetrahydrofuran-2-yl]pyrrolo[2,3-d]pyrimidine